(-)-Butyl L-lactate CCCCOC(=O)[C@H](C)O